Exo-3-((4-chloropyrido[3,4-d]pyrimidin-6-yl)oxy)-8-azabicyclo[3.2.1]octane-8-carboxylic acid tert-butyl ester C(C)(C)(C)OC(=O)N1C2CC(CC1CC2)OC2=CC1=C(N=CN=C1Cl)C=N2